tert-butyl 6-bromo-2-(1-(tert-butoxycarbonyl) piperidin-4-yl)-1H-indole-1-carboxylate BrC1=CC=C2C=C(N(C2=C1)C(=O)OC(C)(C)C)C1CCN(CC1)C(=O)OC(C)(C)C